NC1=NC=CC=C1C1=NC=2C(=NC(=CC2)C2=CC=CC=C2)N1C1=CC=C(CN2C[C@@H](NCC2)CCO)C=C1 (S)-2-(4-(4-(2-(2-aminopyridin-3-yl)-5-phenyl-3H-imidazo[4,5-b]pyridin-3-yl)benzyl)piperazin-2-yl)ethan-1-ol